BrC=1C=CC=2N(C3=CC=C(C=C3C2C1)Br)CC(CN1CCN(CC1)C(CCN1CCC(CC1)C(=O)N)=O)O 1-(3-(4-(3-(3,6-dibromo-9H-carbazol-9-yl)-2-hydroxypropyl)piperazin-1-yl)-3-oxopropyl)piperidine-4-carboxamide